2-(4-isopropyl-5-(8-methoxy-[1,2,4]triazolo[1,5-a]pyridin-6-yl)-1H-pyrazol-3-yl)-4-methyl-5-(piperidin-4-yl)thiazoleN C(C)(C)C=1C(=NNC1C=1C=C(C=2N(C1)N=CN2)OC)N2SC(C(=C2)C)C2CCNCC2